FC1=C(C=CC=C1)C1(CCN(CC1)C1=CN=NC(=C1)C1=C(C=CC=C1)O)C(=O)O 4-(2-fluorophenyl)-1-[6-(2-hydroxyphenyl)pyridazin-4-yl]piperidine-4-carboxylic acid